2'-(aminomethyl)-7-methoxy-3-methyl-3,4-dihydrospiro[benzo[d][1,2]thiazine-1,1'-cyclopropane]-2,2-dioxide NCC1C2(C1)C1=C(CN(S2(=O)=O)C)C=CC(=C1)OC